N-[6-(5,7-dihydropyrrolo[3,4-b]pyridin-6-yl)-2,2-dimethyl-3H-benzofuran-5-yl]pyrazolo[1,5-a]pyrimidine-3-carboxamide N1=C2C(=CC=C1)CN(C2)C2=CC1=C(CC(O1)(C)C)C=C2NC(=O)C=2C=NN1C2N=CC=C1